N1(CCCCC1)C(=O)C1CC(NCC(NCC(NCC(N2CCC2C(NCC(NCC(NCC(NCC(NCC(NCC(N1)=O)=O)=O)=O)=O)=O)=O)=O)=O)=O)=O 13-(piperidine-1-carbonyl)-1,4,7,10,14,17,20,23,26,29,32-undecazabicyclo[32.2.0]hexatriacontane-2,5,8,11,15,18,21,24,27,30,33-undecone